N[C@@H]1CN(C[C@H]1OCCC)C1=CC=C(C=N1)C=1C=2N(C=C(C1)OCC)N=CC2C#N 4-(6-((3R,4R)-3-amino-4-propoxypyrrolidin-1-yl)pyridin-3-yl)-6-ethoxypyrazolo[1,5-a]pyridine-3-carbonitrile